2-chloro-1,1,3,3,3-pentafluoropropene ClC(=C(F)F)C(F)(F)F